C(CCCCCCCCCCCCCCCCC)(=O)OC(CCCCCCCCCCCCCCCCC)=O bisstearoyl ether